3-isopropyl-1,2-oxazole-5-carboxylic acid C(C)(C)C1=NOC(=C1)C(=O)O